2-(3,4-dimethylphenyl)-N-(1,1-dioxidobenzo[b]thiophen-6-yl)acetamide CC=1C=C(C=CC1C)CC(=O)NC=1C=CC2=C(S(C=C2)(=O)=O)C1